NCC1=CC=C(C=C1)C1=CC(=C(C=C1)OCC)S(=O)(=O)N1CCC2(C[C@H](CO2)NC[C@@H](COC2=CC(=CC=C2)S(=O)(=O)C(CO)(F)F)O)CC1 (S)-1-((R)-8-(4'-(Aminomethyl)-4-ethoxybiphenyl-3-ylsulfonyl)-1-oxa-8-azaspiro[4.5]-decan-3-ylamino)-3-(3-(1,1-difluoro-2-hydroxyethylsulfonyl)phenoxy)propan-2-ol